5-cyclopropyl-2-fluoroaniline C1(CC1)C=1C=CC(=C(N)C1)F